(3S,4S)-1-(cyclopropylsulfonyl)-4-((R)-5H-imidazo[5,1-a]isoindol-5-yl)piperidin-3-ol C1(CC1)S(=O)(=O)N1C[C@H]([C@@H](CC1)[C@H]1N2C(C3=CC=CC=C13)=CN=C2)O